4,5-Dichloro-N-ethyl-pyridine-2-carboxamide ClC1=CC(=NC=C1Cl)C(=O)NCC